(2S)-2-[[(3R,4R)-5-chloro-4,8-dihydroxy-3-methyl-1-oxo-3,4-dihydroisochromene-7-carbonyl]amino]-3-phenylpropanoic acid ClC1=C2[C@H]([C@H](OC(C2=C(C(=C1)C(=O)N[C@H](C(=O)O)CC1=CC=CC=C1)O)=O)C)O